ClC=1C=C(C=C(C1)Cl)CN (3,5-dichlorophenyl)methylamine